(R)-(4-fluorophenyl)(3-(2-(4-fluorophenyl)thiazol-4-yl)-8-methyl-5,6-dihydro-[1,2,4]triazolo[4,3-a]pyrazin-7(8H)-yl)methanone FC1=CC=C(C=C1)C(=O)N1[C@@H](C=2N(CC1)C(=NN2)C=2N=C(SC2)C2=CC=C(C=C2)F)C